CC(=CCC/C(=C/CC/C(=C/[C@H]1[C@@H]([C@@]1(C)CC/C=C(\\C)/CCC=C(C)C)COP(=O)(O)OP(=O)(O)O)/C)/C)C The molecule is a triterpenyl phosphate that is presqualene in which the hydroxy hydrogen has been replaced by a diphosphate group. It has a role as a mouse metabolite. It is a triterpenyl phosphate and a triterpenoid. It is a conjugate acid of a presqualene diphosphate(3-).